[Na].SCCC mercaptopropane sodium